BrC=1C=C2CCC(N(C2=NC1)C1CC(C1)(O)CC)=O 6-bromo-1-(3-ethyl-3-hydroxycyclobutyl)-1,2,3,4-tetrahydro-1,8-naphthyridin-2-one